8-(4-chlorophenoxy)-2H-chromene-5-carbonitrile ClC1=CC=C(OC2=CC=C(C=3C=CCOC23)C#N)C=C1